C1(=CC=CC=C1)C1=C(C=CC=C1)C1=CC=CC2=CC=CC=C12 phenylnaphthylbenzene